C1(CC1)C1=C(C(=NO1)C1=C(C=CC=C1)OC(F)(F)F)COC12CCC(CC1)(CC2)C2=NC1=CC=C(C=C1C=N2)C(=O)O 2-(4-((5-cyclopropyl-3-(2-(trifluoromethoxy)phenyl)isoxazol-4-yl)methoxy)bicyclo[2.2.2]octan-1-yl)quinazoline-6-carboxylic acid